FC1=C(C=CC=C1)[C@@H]1CCC=2N1N=C(N2)C(=O)N[C@H]2CCC1=C(N(C2=O)C)C=NC(=C1)OC (5S)-5-(fluorophenyl)-N-[(3S)-7-methoxy-1-methyl-2-oxo-4,5-dihydro-3H-pyrido[3,4-b]azepin-3-yl]-6,7-dihydro-5H-pyrrolo[1,2-b][1,2,4]triazole-2-carboxamide